7-octenyl propionate C(CC)(=O)OCCCCCCC=C